3,6-Bis(aminomethyl)-hexahydrofuro[3,2-b]furan NCC1C2C(OC1)C(CO2)CN